tert-butyl (S)-(1-(6-bromo-1-((2-(trimethylsilyl)ethoxy)methyl)-1H-pyrazolo[4,3-b]pyridin-5-yl)-2-(3,5-difluorophenyl)ethyl)carbamate BrC=1C=C2C(=NC1[C@H](CC1=CC(=CC(=C1)F)F)NC(OC(C)(C)C)=O)C=NN2COCC[Si](C)(C)C